N-(2,2-difluoro-2-phenylethyl)-2-methyl-5-[(pyridin-2-yl)methoxy]pyrazolo[1,5-a]pyridine-3-carboxamide FC(CNC(=O)C=1C(=NN2C1C=C(C=C2)OCC2=NC=CC=C2)C)(C2=CC=CC=C2)F